1,4-Dihydropyrazin N1C=CNC=C1